16-hexadecylmethylenediamine CCCCCCCCCCCCCCCCC(N)N